[C@H]1([C@H](O)[C@@H](O)[C@H](O)[C@H](O1)CO)[C@@]1([C@@H](O)O[C@@H]([C@H]([C@@H]1O)O)CO)O 2-alpha-D-glucopyranosyl-alpha-D-glucopyranose